3-(phenylsulfonyl)-4-(pyridin-3-yl)quinoline C1(=CC=CC=C1)S(=O)(=O)C=1C=NC2=CC=CC=C2C1C=1C=NC=CC1